sodium (S)-3-(6-fluoro-2',6'-dimethylbiphenyl-3-yl)-3-(3-(1-methyl-4-oxido-2-oxo-1,2-dihydro pyridin-3-yl)ureido)propanoate FC1=CC=C(C=C1C1=C(C=CC=C1C)C)[C@H](CC(=O)[O-])NC(=O)NC=1C(N(C=CC1[O-])C)=O.[Na+].[Na+]